CC(C)C1CN(C2=CC=CC=C2N1)C(=O)C1=CC(=CC=C1)N1N=CN=C1 [3,4-dihydro-3-(1-methylethyl)-1(2H)-quinoxalinyl][3-(1H-1,2,4-triazol-1-yl)-phenyl]methanone